(2S,3S,4S,5R)-N-(3-Carbamoylphenyl)-3-[2-(Difluoromethoxy)-3,4-difluoro-phenyl]-4,5-dimethyl-5-(trifluoromethyl)tetrahydrofuran-2-carboxamid C(N)(=O)C=1C=C(C=CC1)NC(=O)[C@H]1O[C@]([C@H]([C@H]1C1=C(C(=C(C=C1)F)F)OC(F)F)C)(C(F)(F)F)C